CC1CCC=2C=CC(=NC2N1)CCCCO[C@H]1CN(CC1)C(C(=O)O)C1=CC=CC=C1 2-((3R)-3-(4-(7-methyl-5,6,7,8-tetrahydro-1,8-naphthyridin-2-yl)butoxy)pyrrolidin-1-yl)-2-phenylacetic acid